3-hydroxybutandioic acid isopropyl ester C(C)(C)OC(CC(C(=O)O)O)=O